ClC=1C=C(C=CC1F)[C@@H]1CN2[C@H](CO1)CN(CC2)C(=O)C=2C(=C(C=CC2)C2=CNC(O2)=O)Cl 5-[3-[(3R,9aS)-3-(3-chloro-4-fluoro-phenyl)-3,4,6,7,9,9a-hexahydro-1H-pyrazino[2,1-c][1,4]oxazine-8-carbonyl]-2-chlorophenyl]-3H-oxazol-2-one